((3-((2-amino-2-carboxyethyl)thio)-2,5-dioxopyrrolidin-1-yl)methyl)triphenylphosphonium bromide [Br-].NC(CSC1C(N(C(C1)=O)C[P+](C1=CC=CC=C1)(C1=CC=CC=C1)C1=CC=CC=C1)=O)C(=O)O